CC1=CC=CC=2N1C=C(N2)C(=O)NNC(N)=S 2-(5-methylimidazo[1,2-a]pyridine-2-carbonyl)hydrazine-1-carbothioamide